N1=CC=C(C=C1)CNC(CC)=O N-(pyridin-4-ylmethyl)propionamide